2-[1-[6-Methyl-2-(2-methylindazol-3-yl)-4-oxo-chromen-8-yl]ethylamino]benzoic acid CC=1C=C2C(C=C(OC2=C(C1)C(C)NC1=C(C(=O)O)C=CC=C1)C=1N(N=C2C=CC=CC12)C)=O